4-(6-oxo-8-(2-(tetrahydro-2H-pyran-4-yl)ethyl)-5,6,7,8-tetrahydropyrazino[2,3-b]pyrazin-2-yl)benzamide O=C1NC2=C(N(C1)CCC1CCOCC1)N=C(C=N2)C2=CC=C(C(=O)N)C=C2